BrC=1C(=NN2C1CCC(C2)(COC)F)C2=NC=C(C=C2)F 3-bromo-6-fluoro-2-(5-fluoropyridin-2-yl)-6-(methoxymethyl)-4,5,6,7-tetrahydropyrazolo[1,5-a]pyridine